fluorobicyclo[3.3.2]decane FC12CCCC(CCC1)CC2